2-((S)-1-(1-(5-propylpyrimidin-2-yl)piperidin-4-yl)ethoxy)-6-(2-fluoro-4-(methylsulfonyl)phenyl)imidazo[2,1-b][1,3,4]thiadiazole C(CC)C=1C=NC(=NC1)N1CCC(CC1)[C@H](C)OC1=NN2C(S1)=NC(=C2)C2=C(C=C(C=C2)S(=O)(=O)C)F